3-bromo-2-chloro-5-(ethyl-(tetrahydro-2H-pyran-4-yl)amino)-N-((4-methoxy-6-methyl-2-oxo-1,2-dihydropyridin-3-yl)methyl)-6-methylbenzamide BrC=1C(=C(C(=O)NCC=2C(NC(=CC2OC)C)=O)C(=C(C1)N(C1CCOCC1)CC)C)Cl